(difluoromethoxy)-3-iodoimidazo[1,2-a]pyridine FC(OC=1N=C2N(C=CC=C2)C1I)F